[Cl-].C(CCC)[N+]1(C(=CC=C1)C)C 1-butyl-1,2-dimethyl-pyrrolium chloride